D-1-[(3-carboxypropyl)amino]-1-deoxyfructose C(CC(=O)O)CNC[C@@]1([C@H]([C@@H]([C@H](O1)CO)O)O)O